OC[C@H](C[C@H]1C(NCCC1)=O)NC(OC(C)(C)C)=O tert-Butyl ((S)-1-hydroxy-3-((S)-2-oxopiperidin-3-yl)propan-2-yl)carbamate